((5-Acetyl-4,5,6,7-tetrahydro-1H-pyrazolo[4,3-c]pyridin-3-yl)methyl)-3-(3-chloro-4-fluorophenyl)-1-(4-methoxyphenyl)urea C(C)(=O)N1CC2=C(CC1)NN=C2CN(C(=O)NC2=CC(=C(C=C2)F)Cl)C2=CC=C(C=C2)OC